(S)-tert-Butyl 4-(6-chloro-7-(2-fluorophenyl)-1-(2-isopropylphenyl)-2-oxo-1,2-dihydropyrido[3,2-d]pyrimidin-4-yl)-3-methylpiperazine-1-carboxylate ClC=1C(=CC=2N(C(N=C(C2N1)N1[C@H](CN(CC1)C(=O)OC(C)(C)C)C)=O)C1=C(C=CC=C1)C(C)C)C1=C(C=CC=C1)F